4-Cyclopropyl-N-((1S)-(4,4-difluorocyclohexyl)(7-((5-oxo-4-azaspiro[2.4]heptan-6-yl)methyl)imidazo[1,2-b]pyridazin-2-yl)methyl)-1,2,5-oxadiazole-3-carboxamide C1(CC1)C=1C(=NON1)C(=O)N[C@H](C=1N=C2N(N=CC(=C2)CC2C(NC3(CC3)C2)=O)C1)C1CCC(CC1)(F)F